(((9H-fluoren-9-yl)methoxy)carbonyl)-D-glutamic acid 1-(tert-butyl) ester C(C)(C)(C)OC([C@H](NC(=O)OCC1C2=CC=CC=C2C=2C=CC=CC12)CCC(=O)O)=O